2-hydroxyethyl crotonate C(\C=C\C)(=O)OCCO